dimethylaminomethyl-Styrene CN(C)CC=CC1=CC=CC=C1